di(2,4-di-tert-butylphenyl)pentaerythritol C(C)(C)(C)C1=C(C=CC(=C1)C(C)(C)C)C(O)(C(CO)(CO)CO)C1=C(C=C(C=C1)C(C)(C)C)C(C)(C)C